CN(C)C(=O)CCN 3-amino-N,N-dimethyl-propionamide